2-Cyclohexylacetonitrile C1(CCCCC1)CC#N